FC(C=1C=C(C=C(C#N)C1)OC1=C=C=C2C(C(C2=C1C(F)(F)F)=O)(F)F)F 5-difluoromethyl-3-(8,8-difluoro-7-oxo-5-trifluoromethylbicyclo[4.2.0]oct-1,3,5-triene-2-enyloxy)benzonitrile